CC1(OC2=C(C1)C(=CC=C2)CN2CCC1(CC2)COC2=C3CN(C(C3=CC=C21)=O)C2C(NC(CC2)=O)=O)C 3-(1'-((2,2-dimethyl-2,3-dihydrobenzofuran-4-yl)methyl)-6-oxo-6,8-dihydro-2H,7H-spiro[furo[2,3-e]isoindole-3,4'-piperidin]-7-yl)piperidine-2,6-dione